FC(COC1CNC1)(F)F 3-(2,2,2-trifluoroethoxy)azetidin